(S)-2-ethyl-N-(1-(5-(2-methoxyquinolin-3-yl)-1H-imidazol-2-yl)-7-oxononyl)-2-azaspiro[3.5]nonane-7-carboxamide C(C)N1CC2(C1)CCC(CC2)C(=O)N[C@@H](CCCCCC(CC)=O)C=2NC(=CN2)C=2C(=NC1=CC=CC=C1C2)OC